O=C1NC(CC[C@H]1N1C(C2=CC=CC(=C2C1=O)OCC(=O)NCCCCCC(=O)N1CCC(CC1)CNC1=C2N=CN(C2=NC=N1)C1CC(C1)NC(C1=NC(=CC=C1)C)=O)=O)=O N-((1r,3r)-3-(6-(((1-(6-(2-((2-(2,6-dioxopiperidin-3-yl)-1,3-dioxoisoindolin-4-yl)oxy)acetamido)hexanoyl)piperidin-4-yl)methyl)amino)-9H-purin-9-yl)cyclobutyl)-6-methylpicolinamide